tert-butyl 3-[[5-(1-methoxycarbonyl-2-methyl-propyl)isoxazol-3-yl]oxymethyl]azetidine-1-carboxylate COC(=O)C(C(C)C)C1=CC(=NO1)OCC1CN(C1)C(=O)OC(C)(C)C